C(C)(C)(C)[Si](OCC[C@H](CCC)NC=1C2=C(N=C(N1)NC(OC)=O)C(=NN2CC2=NC=C(C=C2OC)CCl)C)(C2=CC=CC=C2)C2=CC=CC=C2 methyl (S)-(7-((1-((tert-butyldiphenyl-silyl)oxy)hexan-3-yl)amino)-1-((5-(chloromethyl)-3-methoxypyridin-2-yl)methyl)-3-methyl-1H-pyrazolo[4,3-d]pyrimidin-5-yl)carbamate